i-butyldimethyl((1-phenylvinyl)oxy)silane C(C(C)C)[Si](OC(=C)C1=CC=CC=C1)(C)C